ClC1=CC2=C(N(C(N=C2N2[C@H](CN([C@@H](C2)C)C(C=C)=O)C)=O)C=2C(=NC=CC2C)C(C)C)N=C1C1=CC(=CC=C1)C(F)(F)F (M)-6-Chloro-4-[(2S,5R)-2,5-dimethyl-4-prop-2-enoyl-piperazin-1-yl]-1-(2-isopropyl-4-methyl-3-pyridyl)-7-[3-(trifluoro-methyl)phenyl]pyrido[2,3-d]pyrimidin-2-one